C1(CC1)C1=NC=NC(=C1C=1N=C2CCCC=3C2=C(N1)N(N3)CC3=CC=C(C=C3)C=3N(C=C(N3)C(F)(F)F)C)OC 4-(4-cyclopropyl-6-methoxypyrimidin-5-yl)-2-(4-(1-methyl-4-(trifluoromethyl)-1H-imidazol-2-yl)benzyl)-2,6,7,8-tetrahydropyrazolo[3,4,5-de]quinazoline